N-{3-(5-Bromo-2-chloro-phenyl)-1-oxo-1-[(2-oxospiro-[1H-indole-3,4'-oxane]-6-yl)-amino]propan-2-yl}-2-methyl-pyrazole-3-carboxamide BrC=1C=CC(=C(C1)CC(C(NC1=CC=C2C(=C1)NC(C21CCOCC1)=O)=O)NC(=O)C=1N(N=CC1)C)Cl